4,4'-biphenoldiglycidyl ether C=1(C2=C(C(=CC1)C1=CC=C(C=C1)O)C1C(COCC3C2O3)O1)O